Cl.NC/C(/CN1N=CN(C1=O)CC1=CC=C(S1)C1=CC=C(C=C1)S(=O)(=O)N(C)C)=C\F 4-[5-({1-[(2E)-2-(aminomethyl)-3-fluoroprop-2-en-1-yl]-5-oxo-1,5-dihydro-4H-1,2,4-triazol-4-yl}methyl)thiophen-2-yl]-N,N-dimethylbenzene-sulfonamide hydrochloride